CC(CCC=O)C 4-METHYLPENTALDEHYDE